N-Cyclohexyl-2-benzothiazolsulfenamid C1(CCCCC1)NSC=1SC2=C(N1)C=CC=C2